6-chloro-1-((3S,4S)-3,4-difluoropyrrolidin-1-yl)-4-isopropyl-2,7-naphthyridine ClC=1C=C2C(=CN=C(C2=CN1)N1C[C@@H]([C@H](C1)F)F)C(C)C